CN1CCC2=CC(=C3C=C2[C@@H]1CC4=CC=C(C=C4)OC5=C(C=CC(=C5)C[C@H]6C7=C(O3)C(=C(C=C7CCN6C)OC)O)OC)OC The molecule is a bisbenzylisoquinoline alkaloid that is (1beta)- berbaman which has been substituted by methyl groups at the 2 and 2' positions, by methoxy groups at the 6, 6', and 12 positions, and by a hydroxy group at position 7. Isolated from Stephania tetrandra, it has been found to possess neuroprotective and anti-tumour activity. It has a role as an antineoplastic agent, an anti-inflammatory agent, an antioxidant, an anti-HIV-1 agent, a neuroprotective agent and a plant metabolite. It is a macrocycle, a bisbenzylisoquinoline alkaloid and an aromatic ether.